(R)-1-(2,5-difluoropyridin-3-yl)ethyl (4-(5-(1-(difluoromethyl)cyclopropane-1-carboxamido)pyrimidin-2-yl)-1-methyl-1H-pyrazol-5-yl)carbamate FC(C1(CC1)C(=O)NC=1C=NC(=NC1)C=1C=NN(C1NC(O[C@H](C)C=1C(=NC=C(C1)F)F)=O)C)F